5,7-dichloro-1H-indole-2-carbonyl chloride ClC=1C=C2C=C(NC2=C(C1)Cl)C(=O)Cl